O[C@]1(C[C@@H]2CC[C@H]3[C@@H]4CCC[C@@H]([C@H]4CC[C@@H]3[C@H]2CC1)C(CN1N=NN=C1C)=O)C 1-((1S,4aS,4bR,6aS,8R,10aS,10bR,12aS)-8-hydroxy-8-methyloctadecahydrochrysen-1-yl)-2-(5-methyl-1H-tetrazol-1-yl)ethanone